ClC=1C=CC=2C=3C=CC(=C4C=CC=C(C5=CC=CC1C52)C43)Cl 3,10-dichloroperylene